5-(4-(4-(4-(4-(2,6-dioxopiperidin-3-yl)phenyl)but-3-yn-1-yl)piperazin-1-yl)-piperidin-1-yl)-2-((S)-1-(3-ethoxy-4-methoxyphenyl)-2-(methylsulfonyl)ethyl)isoindoline-1,3-dione O=C1NC(CCC1C1=CC=C(C=C1)C#CCCN1CCN(CC1)C1CCN(CC1)C=1C=C2C(N(C(C2=CC1)=O)[C@H](CS(=O)(=O)C)C1=CC(=C(C=C1)OC)OCC)=O)=O